(1-(isoquinolin-8-yl)cyclopropyl)-2-methylbenzamide C1=NC=CC2=CC=CC(=C12)C1(CC1)C=1C(=C(C(=O)N)C=CC1)C